2,4,6-tris(p-hydroxyphenyl)triazine OC1=CC=C(C=C1)N1NC(=CC(=N1)C1=CC=C(C=C1)O)C1=CC=C(C=C1)O